C(C)C1=C(N)C(=C(C=C1OC)F)C 2-ethyl-5-fluoro-3-methoxy-6-methyl-aniline